FC=1C=C2C(=C(C(=NC2=CC1)C1=CC=C(C=C1)C1=C(C=CC=C1)F)C)C(=O)O 6-fluoro-2-(2'-fluoro-1,1'-biphenyl-4-yl)-3-methylquinoline-4-carboxylic acid